COC1=C(C=C2C3=C(N(C2=C1)C)C(=NC=C3)C)C=3C=NC=CC3 7-methoxy-1,9-dimethyl-6-(pyridine-3-yl)-9H-pyrido[3,4-b]indole